C(C)OC(=O)C1C(CC(CC1)O)NC(=O)OC(C)(C)C 2-((tert-Butoxycarbonyl)amino)-4-hydroxycyclohexane-1-carboxylic acid ethyl ester